C1(CC(CCC1)S)S 1,3-cyclohexanedithiol